BrC1=C(C(=CC=C1)F)C1CC(=NO1)C=1N=C(SC1)C1CCN(CC1)C(COC1=NC(=NC(=N1)OC)OC)=O 1-(4-(4-(5-(2-bromo-6-fluorophenyl)-4,5-dihydroisoxazol-3-yl)thiazol-2-yl)piperidin-1-yl)-2-((4,6-dimethoxy-1,3,5-triazin-2-yl)oxy)ethan-1-one